N'-[4-[4-chloro-3-(trifluoromethyl)phenoxy]-2,5-dimethylphenyl]-N-ethyl-N-methylmethanimidamide ClC1=C(C=C(OC2=CC(=C(C=C2C)N=CN(C)CC)C)C=C1)C(F)(F)F